[Pt+3]=O platinum(V) oxide